ICC(CC=C)(C)C 5-iodo-4,4-dimethylpent-1-ene